C(#N)C1=CC=C(C=C1)C(CC(C)C)C1=CC=C(C=C1)C#N 1,1-bis(4-cyanophenyl)-3-methylbutane